NC1=C2N=CN(C2=NC=N1)C[C@@H](C)OCP(O)(O)=O ({[(2R)-1-(6-amino-9H-purin-9-yl)propan-2-yl]oxy}methyl)phosphonic acid